C(C)(C)(C)OC(=O)NCCC(=O)O 3-(t-butoxycarbonylamino)propionic acid